C(C)(C)C1CCN(CC1)C1=NC=C(C=N1)NC=1C=CC2=C(OCC(N2C)=O)C1 7-((2-(4-isopropylpiperidin-1-yl)pyrimidin-5-yl)amino)-4-methyl-2H-benzo[b][1,4]oxazin-3(4H)-one